3,3-difluoro-cyclobutane-1-carboxamide FC1(CC(C1)C(=O)N)F